ethyl (E)-3-(3-formylbicyclo[1.1.1]pentan-1-yl)acrylate C(=O)C12CC(C1)(C2)/C=C/C(=O)OCC